2,5-dioxopyrrolidin-1-yl (E)-5-((((2,5-dioxopyrrolidin-1-yl)oxy)carbonyl)oxy)-1-ethylcyclooct-3-ene-1-carboxylate O=C1N(C(CC1)=O)OC(=O)OC1/C=C/CC(CCC1)(C(=O)ON1C(CCC1=O)=O)CC